manganese(IV) fluoride [F-].[Mn+4].[F-].[F-].[F-]